BrC=1N=CC=2N(C1)C=C(N2)C(=O)OCC ethyl 6-bromoimidazo[1,2-a]pyrazine-2-carboxylate